(S)-(1-fluorocyclopropyl)(6-(4-(2-((5-methyl-1,3,4-thiadiazol-2-yl)methoxy)phenyl)piperidin-1-yl)-2-azaspiro[3.4]octan-2-yl)methanone FC1(CC1)C(=O)N1CC2(C1)C[C@H](CC2)N2CCC(CC2)C2=C(C=CC=C2)OCC=2SC(=NN2)C